tetramethyl-methylimidazolium chloride [Cl-].C[N+]1(C(N(C=C1)C)(C)C)C